C12N(CC(NC1)CC2)C=2C1=C(N=C(N2)OCC2(CC2)CN2CCOCC2)C(N(CC1)C1=CC(=CC2=CC=C(C(=C12)CC)F)O)=O 4-(2,5-Diazabicyclo[2.2.2]octan-2-yl)-7-(8-ethyl-7-fluoro-3-hydroxynaphthalen-1-yl)-2-((1-(morpholinomethyl)cyclopropyl)methoxy)-6,7-dihydropyrido[3,4-d]pyrimidin-8(5H)-one